C(C)(=O)OC=1C(=C(C=2C(=C3C(C4=C(C=CC(=C4CC3CC2C1N(C)C)N(C)C)OC(C)=O)=O)O)OC(C)=O)C(NC(C)=O)=O Acetic acid 3,10-diacetoxy-2-acetylcarbamoyl-4,7-bis-dimethylamino-12-hydroxy-11-oxo-5,5a,6,11-tetrahydro-naphthacen-1-yl ester